(9H-fluoren-9-yl)methyl ((S)-3-methyl-1-(((S)-1-((4-((((4-nitrophenoxy)carbonyl)oxy)methyl)phenyl)amino)-1-oxo-5-ureidopentan-2-yl)amino)-1-oxobutan-2-yl)carbamate CC([C@@H](C(=O)N[C@H](C(=O)NC1=CC=C(C=C1)COC(=O)OC1=CC=C(C=C1)[N+](=O)[O-])CCCNC(=O)N)NC(OCC1C2=CC=CC=C2C=2C=CC=CC12)=O)C